4-[(4-methoxy-6-[(1-methyl-1H-imidazol-4-yl)amino]pyrimidin-2-yl)amino]adamantan-1-ol COC1=NC(=NC(=C1)NC=1N=CN(C1)C)NC1C2CC3(CC(CC1C3)C2)O